2-(3-{1-carboxy-5-[(6-[18F]fluoro-pyridine-3-carbonyl)-amino]-pentyl}ureido)-pentanedioic acid C(=O)(O)C(CCCCNC(=O)C=1C=NC(=CC1)[18F])NC(NC(C(=O)O)CCC(=O)O)=O